N-(5-(8-amino-3-((5,6-dihydro-11H-imidazo[1,2-a]pyrazolo[1,5-d][1,4]diazepin-8-yl)amino)-7-fluoroisoquinolin-6-yl)-4-methylpyridin-3-yl)methanesulfinamide NC=1C(=C(C=C2C=C(N=CC12)NC1=NN2CC=3N(CCC2=C1)C=CN3)C=3C(=C(C=NC3)NS(=O)C)C)F